5-fluoro-2-[1H-pyrrolo[3,2-b]pyridin-3-yl]pyridine FC=1C=CC(=NC1)C1=CNC=2C1=NC=CC2